p-methoxyhydrocinnamic acid diethanolamine salt N(CCO)CCO.COC1=CC=C(CCC(=O)O)C=C1